C1(=CC=CC=C1)N(C1=CC=C(C=C1)C1=CC=C(C=C1)N(C=1C=CC=2N(C3=CC=CC=C3C2C1)C1=CC=CC=C1)C1=CC=CC=C1)C=1C=CC=2N(C3=CC=CC=C3C2C1)C1=CC=CC=C1 N4,N4'-diphenyl-N4,N4'-bis(9-phenyl-9H-carbazole-3-yl)biphenyl-4,4'-diamine